4-(3-(4,5-difluoro-2-methylphenyl)-7,8-dihydro-1,6-naphthyridin-6(5H)-yl)-6-fluoroquinazoline FC1=CC(=C(C=C1F)C=1C=NC=2CCN(CC2C1)C1=NC=NC2=CC=C(C=C12)F)C